1-(trans-4-cyanotetrahydro-2H-pyran-3-yl)-3-[(8-cyclopropyl-2-hydroxy-1,2-benzoxaborinin-6-yl)amino]pyrazole-4-carboxamide C(#N)[C@H]1[C@@H](COCC1)N1N=C(C(=C1)C(=O)N)NC=1C=C(C2=C(C=CB(O2)O)C1)C1CC1